N1C=C(C2=CC=CC=C12)CCOC=1SC=2N=C(N=CC2N1)C1=CC(=CC=C1)F (2-(1H-indol-3-yl)ethoxy)-5-(3-fluorophenyl)thiazolo[5,4-d]pyrimidine